COCCCOC1CN(C1)C 3-(3-methoxypropoxy)-1-methylazetidine